O[C@@H]1[C@@H](COC1)NCC=1C(=NC=CC1)NC(OC(C)(C)C)=O tert-Butyl (3-((((3R,4R)-4-hydroxytetrahydrofuran-3-yl)amino)methyl)pyridin-2-yl)carbamate